2-(chloromethyl)quinoline ClCC1=NC2=CC=CC=C2C=C1